BrC1=NN(C(=N1)CO)CC (3-bromo-1-ethyl-1H-1,2,4-triazol-5-yl)methanol